N-{5-[6-(5-chloro-2-fluorophenyl)2H,3H,4H-pyrido[3,2-b][1,4]oxazin-8-yl]pyridin-3-yl}-3-(piperazin-1-yl)propanamide ClC=1C=CC(=C(C1)C=1C=C(C=2OCCNC2N1)C=1C=C(C=NC1)NC(CCN1CCNCC1)=O)F